3-(tetrahydro-2H-pyran-4-yl)propan-1-ol O1CCC(CC1)CCCO